8-chloro-2-(methoxymethyl)-1,5-naphthyridine ClC=1C=CN=C2C=CC(=NC12)COC